N-2-pyridyl-beta-alanine ethyl ester C(C)OC(CCNC1=NC=CC=C1)=O